3-[[4-[4-ethyl-5-isopropoxy-2-(2H-tetrazol-5-yl)phenyl]piperazin-1-yl]-methyl]pyridazine C(C)C1=CC(=C(C=C1OC(C)C)N1CCN(CC1)CC=1N=NC=CC1)C=1N=NNN1